N-methoxycarbonyl-N'-acetylhydrazine COC(=O)NNC(C)=O